(2r,5r)-2-(1-(4-bromophenyl)-4-(4-fluorophenyl)-1H-pyrrol-3-yl)-5-methyl-3-(2-(2-oxo-2,3-dihydro-1H-benzo[d]imidazol-5-yl)ethyl)oxazolidin-4-one BrC1=CC=C(C=C1)N1C=C(C(=C1)C1=CC=C(C=C1)F)[C@H]1O[C@@H](C(N1CCC1=CC2=C(NC(N2)=O)C=C1)=O)C